C(C)OC1=CC=CC2=CC3=C(C=CC=C3C=C12)OCC 1,5-diethoxy-anthracene